FC(C1=C(C=NN1C)C(=O)N1[C@@H](C2=C(CC1)NC=N2)C=2SC1=C(N2)C(=CC=C1)C)F (S)-(5-(difluoromethyl)-1-methyl-1H-pyrazol-4-yl)(4-(4-methylbenzo[d]thiazol-2-yl)-6,7-dihydro-1H-imidazo[4,5-c]pyridin-5(4H)-yl)methanone